C1(=CC=CC2=CC=CC=C12)NCCN Naphthyl-ethylenediamine